(S)-N-(2-chloro-4-fluoro-benzyl)-5-fluoro-8-methylene-5,6,7,8-tetrahydroquinoline-5-carboxamide ClC1=C(CNC(=O)[C@]2(C=3C=CC=NC3C(CC2)=C)F)C=CC(=C1)F